BrC1=CC=C2CCN(C(C2=C1)=O)CC(=O)OC(C)(C)C tert-butyl 2-(7-bromo-1-oxo-3,4-dihydroisoquinolin-2-yl)acetate